C(C)(C)(C)OC(=O)N1[C@@H]([C@H](CCC1)O[Si](C)(C)C(C)(C)C)CCCN1C=NC2=C1C=CC(=C2Cl)Cl (2R,3S)-3-((tert-butyldimethylsilyl)oxy)-2-(3-(4,5-dichloro-1H-benzo[d]imidazol-1-yl)propyl)piperidine-1-carboxylic acid tert-butyl ester